[C@@H](C)(CC)NC(=O)N (R)-1-sec-butylurea